[N+](=O)([O-])C1=C(C=C(C=C1)C(F)(F)F)N1CCCCC1 (2-nitro-5-(trifluoromethyl)phenyl)piperidine